COC=1C=C2C(=CC=NC2=CC1OC)N1CCN(CC1)C1(CC1)C#N (4-(6,7-dimethoxyquinolin-4-yl)piperazin-1-yl)cyclopropanecarbonitrile